3-(3-(2-methylphenyl)-4-thiazolinonyl)-N-(4-(thiophen-2-yl)butyl)benzamide CC1=C(C=CC=C1)N1C(SC=C1C=1C=C(C(=O)NCCCCC=2SC=CC2)C=CC1)=O